3-methoxycarbonyl-3-cyanopentane-1,5-disulfonyl fluoride COC(=O)C(CCS(=O)(=O)F)(CCS(=O)(=O)F)C#N